3-(3,5-Dichloropyridin-4-yl)-7-((4-(piperazin-1-yl)phenyl)amino)-2,3-dihydro-4H-pyrimido[5,4-e][1,3]oxazin-4-one ClC=1C=NC=C(C1N1COC2=C(C1=O)C=NC(=N2)NC2=CC=C(C=C2)N2CCNCC2)Cl